FC=1C=C(C=CC1SC1CN(C1)C(CCC1=C(C=C(C=C1)C(F)(F)F)CN1N=C(N=N1)C)=O)S(=O)(=O)N 3-fluoro-4-[1-[3-[2-[(5-methyltetrazol-2-yl)methyl]-4-(trifluoromethyl)phenyl]propanoyl]-azetidin-3-yl]sulfanylbenzenesulfonamide